5-chloro-6-cyano-2-((4-fluoro-2-methylphenyl)amino)nicotinic acid ClC=1C(=NC(=C(C(=O)O)C1)NC1=C(C=C(C=C1)F)C)C#N